O1C(=CC=C1)C(=O)OC1=CC=CC=2C=CC=3C(=CC=4C=NNC4C3)C12 naphtho[1,2-F]indazol-1-yl furan-2-carboxylate